8-cyclopentyl-7-oxo-2-(piperidin-4-ylamino)-7,8-dihydropyrido[2,3-d]pyrimidine-6-carbonitrile hydrochloride Cl.C1(CCCC1)N1C(C(=CC2=C1N=C(N=C2)NC2CCNCC2)C#N)=O